C1(CCCC1)OC=1C=C(C=C(C1)C1(CC(C1)C)C1=NN=CN1C)N1C(C2=CC(=CC(=C2C1)C(F)(F)F)CNC1(CCC1)C)=O 2-(3-(cyclopentyloxy)-5-((1r,3r)-3-methyl-1-(4-methyl-4H-1,2,4-triazol-3-yl)cyclobutyl)phenyl)-6-(((1-methylcyclobutyl)amino)methyl)-4-(trifluoromethyl)isoindolin-1-one